2,3-di(p-tolyl)-5-phenyltetrazolium chloride CC1=CC=C(C=C1)N2N=C(N=[N+]2C3=CC=C(C=C3)C)C4=CC=CC=C4.[Cl-]